3,7,11,15-tetramethylhexadeca-6-en-1-yn-3-ol CC(C#C)(CCC=C(CCCC(CCCC(C)C)C)C)O